sodium dodecyl ethanesulfonate C(C)S(=O)(=O)OCCCCCCCCCCCC.[Na]